C1(CCCCC1)[C@@H](C(=O)N1[C@@H](CCC1)C(=O)NC1=C(N=C(S1)C=1OC=CN1)C1=CC=CC=C1)NC([C@H](C)NC)=O (S)-1-((S)-2-cyclohexyl-2-((S)-2-(methylamino)propanamido)acetyl)-N-(2-(oxazol-2-yl)-4-phenylthiazol-5-yl)pyrrolidine-2-carboxamide